Tert-Butyl Ethyl(3-oxo-3-(2-(2-((4-(trifluoromethyl)phenyl)amino)benzoyl)hydrazinyl)propyl)carbamate C(C)N(C(OC(C)(C)C)=O)CCC(NNC(C1=C(C=CC=C1)NC1=CC=C(C=C1)C(F)(F)F)=O)=O